3-Allyloxy-2-hydroxypropanesulfonate sodium salt [Na+].C(C=C)OCC(CS(=O)(=O)[O-])O